C[C@@H](CC(=O)O)O L-beta-hydroxybutyrate